C[C@@]12[C@H](CC[C@H]1[C@@H]1CC=C3C[C@H](CC[C@]3(C)[C@H]1CC2)O)O Androst-5-ene-3beta,17beta-diol